C1(=CC=CC=C1)C#CC(CCC=C)(O)C1=CC=CC=C1 1,3-diphenylhept-6-en-1-yn-3-ol